COC1=CC=C(CNCC)C=C1 N-(4-methoxybenzyl)ethylamine